CC1=NOC(=C1C=1C=C2C(=NC1)N(C=C2C2=C(C=C(C(=O)O)C=C2)OC(F)(F)F)C2=C(C=NC=C2)F)C 4-(5-(3,5-dimethylisoxazol-4-yl)-1-(3-fluoropyridin-4-yl)-1H-pyrrolo[2,3-b]pyridin-3-yl)-3-(trifluoromethoxy)benzoic acid